methyl-4-oxo-4,5-dihydrothieno[3,2-c]pyridine-2-carboxamide CC1=C(SC2=C1C(NC=C2)=O)C(=O)N